C1CC12N(CCOC2)C[C@@H]2N(C[C@H](N(C2)C(=O)OC(C)(C)C)C)CC2=CC=CC=C2 tert-butyl (2R,5S)-5-((7-oxa-4-azaspiro[2.5]octan-4-yl) methyl)-4-benzyl-2-methylpiperazine-1-carboxylate